tert-butyl 2-[(3-amino-5-chloro-2-fluoro-phenoxy)methyl]prop-2-enoate NC=1C(=C(OCC(C(=O)OC(C)(C)C)=C)C=C(C1)Cl)F